(3R,5S)-5-(hydroxymethyl)pyrrolidin-3-ol OC[C@@H]1C[C@H](CN1)O